(2,2-diethoxyethyl)-1H-pyrrole-2-carboxamide C(C)OC(CN1C(=CC=C1)C(=O)N)OCC